C(C(=O)CCCCC(N)N)(=O)CCCCC(N)N oxalyl-di-pentanediamine